N1N=CC(=C1)C1=NC2=CC=CC=C2C(=C1)[C@@H](C)NC(C1=C(C=CC(=C1)CNC)C)=O (R)-N-(1-(2-(1H-pyrazol-4-yl)quinolin-4-yl)ethyl)-2-methyl-5-((methylamino)methyl)benzamide